(4-{[2-(4-Chlorophenyl)imidazo[1,2-a]pyridin-3-yl]methyl}piperazin-1-yl)[6-(trifluoromethoxy)pyridin-2-yl]methanone ClC1=CC=C(C=C1)C=1N=C2N(C=CC=C2)C1CN1CCN(CC1)C(=O)C1=NC(=CC=C1)OC(F)(F)F